FC(CN1C(=NC2=NC=C(C=C21)C=2C=CN1N=C(N=CC12)NC1CCC(CC1)(O)C)C)F trans-4-((5-(1-(2,2-Difluoroethyl)-2-methyl-1H-imidazo[4,5-b]pyridin-6-yl)pyrrolo[2,1-f][1,2,4]triazin-2-yl)amino)-1-methylcyclohexan-1-ol